[Cl-].[Cl-].C[SiH]([Zr+2](C1C=CC2=CC=CC=C12)C1C=CC2=CC=CC=C12)C dimethyl-silylbis(indenyl)zirconium dichloride